2,3,4-trihydroxyvaleric acid OC(C(=O)O)C(C(C)O)O